3-(2-chlorothiazol-5-yl)-6-(3,5-dichlorophenyl)-8-methyl-5-oxo-2,3-dihydrothiazolo-[3,2-a]pyrimidin-8-ium-7-olate ClC=1SC(=CN1)C1CSC=2N1C(C(=C([N+]2C)[O-])C2=CC(=CC(=C2)Cl)Cl)=O